C12ON(C(C=C1)CC2)C(=O)C2=COC=C2 (2-oxa-3-azabicyclo[2.2.2]oct-5-en-3-yl)(furan-3-yl)methanone